ICC1=CC=C(C=C)C=C1 4-(iodomethyl)styrene